(5-amino-2-((tert-butoxycarbonyl)amino)phenyl)boric acid NC=1C=CC(=C(C1)OB(O)O)NC(=O)OC(C)(C)C